methyl (S)-5-(10-ethyl-l-1-methoxy-1,2,4,4a,5,6-hexahydro-3H,14H-pyrazino[1',2':5,6][1,5]oxazocino[2,3-g]quinolin-3-yl)picolinate C(C)C=1C=NC2=CC3=C(C=C2C1)OCCC1N(C3)[C@H](CN(C1)C=1C=CC(=NC1)C(=O)OC)OC